C1(=CC(=CC(=C1)CNCC=1OC=CC1)CNCC=1OC=CC1)C1=CC(=CC(=C1)CNCC=1OC=CC1)CNCC=1OC=CC1 1,1',1'',1'''-([1,1'-biphenyl]-3,3',5,5'-tetrayl)tetrakis(N-(furan-2-ylmethyl)methanamine)